2-{6-[6-chloro-2-ethyl-5-(trifluoromethyl)-1H-benzimidazol-1-yl]-3-pyridinyl}ethyl (4-methylphenyl)sulfonylcarbamate CC1=CC=C(C=C1)S(=O)(=O)NC(OCCC=1C=NC(=CC1)N1C(=NC2=C1C=C(C(=C2)C(F)(F)F)Cl)CC)=O